phenylpivalate C1(=CC=CC=C1)CC(C(=O)[O-])(C)C